C(C)(C)(C)OC(=O)N1C(CC1)(C=1N=NC=CC1)C1=C(C=C(C=C1)C1=CC2=CN(N=C2C(=C1)C)C)OCOC [4-(2,7-dimethyl-2H-indazol-5-yl)-2-(methoxymethoxy)phenyl]pyridazin-3-ylazetidine-1-carboxylic acid tert-butyl ester